C(C)N(C(=N)N)CCC 1-ethyl-1-propylguanidine